C(C)(=O)N1CC2(C1)C[C@@H]([C@@H](CC2)N2N=C1C=C(C(=CC1=C2)C(=O)NC2=CN=C1N2N=CC=C1)OC)C |o1:8,9| rel-2-((6s,7r)-2-acetyl-6-methyl-2-azaspiro[3.5]nonan-7-yl)-N-(imidazo[1,2-b]pyridazin-3-yl)-6-methoxy-2H-indazole-5-carboxamide